Methyl 4-{3-[5-({[(7-cyclopentylpyrazolo[1,5-a]pyrimidin-6-yl)amino]carbonyl}amino)-3-methylpyridin-2-yl]-1,2,4-oxadiazol-5-yl}-3,3-dimethylbutanoate C1(CCCC1)C1=C(C=NC=2N1N=CC2)NC(=O)NC=2C=C(C(=NC2)C2=NOC(=N2)CC(CC(=O)OC)(C)C)C